nitrous acid, 2-methylpropyl ester N(=O)OCC(C)C